C1(CC=C(C=C1)C)(C)S(=O)(=O)O para-xylenesulfonic acid